ClC=1C(=C(OC2=CC=NC3=CC(=C(C=C23)C(=O)N)OC)C=CC1)NC(=O)NC1CC1 4-[3-chloro(cyclopropylaminocarbonyl)aminophenoxy]-7-methoxy-6-quinolinecarboxamide